Cl.C[C@H]1[C@H](NC[C@H](O1)C)C(NC1=NC=C(C=C1)C(F)(F)F)([2H])[2H] N-(((2S,3R,6R)-2,6-dimethylmorpholin-3-yl)methyl-d2)-5-(trifluoromethyl)pyridin-2-amine hydrochloride